FC1=CC=C(COC2=CC=3OC=4C=C5C(=C(C4C(C3C(=C2OC)CC=C(C)C)=O)OCCCC(=O)O)C=CC(O5)(C)C)C=C1 4-((9-((4-Fluorobenzyl)oxy)-8-methoxy-2,2-dimethyl-7-(3-methylbut-2-en-1-yl)-6-oxo-2H,6H-pyrano[3,2-b]xanthen-5-yl)oxy)butanoic acid